C[C@@H]1C2=C(CN(C1)C(=O)OCC1C3=CC=CC=C3C=3C=CC=CC13)ON=C2[C@@](C(F)(F)F)(C)O (9H-fluoren-9-yl)methyl (R)-4-methyl-3-((R)-1,1,1-trifluoro-2-hydroxypropan-2-yl)-4,7-dihydroisoxazolo[5,4-c]pyridine-6(5H)-carboxylate